1-(1-hydroxy-4-methylcyclohexyl)ethanone OC1(CCC(CC1)C)C(C)=O